C.P(=O)(SCO[C@H](CN(C)C)COC1=C(C=CC=C1)CCC1=CC(=CC=C1)OC)(OC)SCN1N=NC2=C(C1=O)C=CC=C2 ((((R)-1-(dimethylamino)-3-(2-(3-methoxyphenethyl) phenoxy) propan-2-yl) oxy) methyl) O-methyl S-((4-oxobenzo[d][1,2,3]triazin-3(4H)-yl) methyl) dithiophosphate compound with methane